[C@@H]1([C@H]([C@H](O[C@@H]([C@@H]1O)OP(=O)([O-])[O-])C(=O)[O-])O)O The molecule is an organophosphate oxoanion resulting from the deprotonation of the carboxy group and the phosphate OH groups of 1-phospho-alpha-D-galacturonic acid. The major species at pH 7.3. It is an organophosphate oxoanion, a carbohydrate acid derivative anion and a monocarboxylic acid anion. It is a conjugate base of a 1-phospho-alpha-D-galacturonic acid.